Cl.ClC1=CC(=C(C=C1F)NCC1COC1)F (R)-(4-chloro-2,5-difluorophenyl)(oxetan-3-yl)methylamine hydrochloride